OCCC(C)(C)C1=C(C=C(C=C1C)C)C(C(=O)[O-])C1=C(C(C2=CC=C(C=C12)F)=CC1=CC=C(C=C1)S(=O)C)C 2-(4-hydroxy-2-methylbutan-2-yl)-3,5-dimethylphenyl-2-(5-fluoro-2-methyl-1-(4-(methylsulfinyl)benzylidene)-1H-inden-3-yl)acetate